BrC=1C=C(C=C(C1)NS(=O)(=O)C)NC(=O)C=1C=NN(C1)C1=NC=C(C=C1)N1CCOCC1 N-(3-bromo-5-(methylsulfonamido)phenyl)-1-(5-morpholinopyridin-2-yl)-1H-pyrazole-4-carboxamide